C(C)OC(=O)C=1NC2=CC=CC=C2C1 1H-indole-2-carboxylic acid ethyl ester